N-((S)-1-(((S)-1-amino-1-oxo-3-((S)-2-oxopyrrolidin-3-yl)propan-2-yl)amino)-3-cyclopropyl-1-oxopropan-2-yl)-7-chloro-5-methoxy-1H-indole-2-carboxamide NC([C@H](C[C@H]1C(NCC1)=O)NC([C@H](CC1CC1)NC(=O)C=1NC2=C(C=C(C=C2C1)OC)Cl)=O)=O